pinenyl-diphenylamine C12=C(C(CC(C1(C)C)C2)N(C2=CC=CC=C2)C2=CC=CC=C2)C